1-methyl-2-(1-methylethyl)-benzene CC1=C(C=CC=C1)C(C)C